ClC1=C(C=C(C=C1)C=1NC(C=2N(C1)N=C(C2C2CC2)C(=O)NC2(CN(C2)C)C2=CC=C(C=C2)F)=O)F 6-(4-Chloro-3-fluorophenyl)-3-cyclopropyl-N-[3-(4-fluorophenyl)-1-methylazetidin-3-yl]-4-oxo-4,5-dihydropyrazolo[1,5-a]pyrazine-2-carboxamide